CN1C(C(=C(C2=CC=CC=C12)N1CC2(CC1)CN(CC2)C2=CC=C(C=C2)OC(F)(F)F)C#N)=O 1-Methyl-2-oxo-4-{7-[4-(trifluoromethoxy)phenyl]-2,7-diazaspiro[4.4]non-2-yl}-1,2-dihydro-quinoline-3-carbonitrile